N-(4-amino-5-methyl-3-pyridyl)-2-oxo-2-(2-phenyl-1-piperidyl)acetamide NC1=C(C=NC=C1C)NC(C(N1C(CCCC1)C1=CC=CC=C1)=O)=O